8-fluoro-6-(8-methoxy-2-methylimidazo[1,2-b]pyridazin-6-yl)-2-(piperidin-4-yl)quinoline hydrochloride Cl.FC=1C=C(C=C2C=CC(=NC12)C1CCNCC1)C=1C=C(C=2N(N1)C=C(N2)C)OC